O(C1=CC=CC=C1)C1=CC=C(C=C1)C1=NN(C2=NC=NC=C21)C[C@@H]2N(CCC2)C(C=C)=O (R)-1-(2-((3-(4-phenoxyphenyl)-1H-pyrazolo[3,4-d]pyrimidin-1-yl)methyl)pyrrolidin-1-yl)prop-2-en-1-one